C1(CC1)C1=CC(=NN1)NC1=NC(=NC=C1)N1C2CCC(C1)(C2)CNC N-(5-cyclopropyl-1H-pyrazol-3-yl)-2-(4-((methylamino)methyl)-2-azabicyclo[2.2.1]heptan-2-yl)pyrimidin-4-amine